F[C@H]1[C@@H](C1)C(=O)O |r| (±)-trans-2-fluorocyclopropanecarboxylic acid